N-phenyl-N-(tetrahydro-furan-2-ylmethyl)acetamide C1(=CC=CC=C1)N(C(C)=O)CC1OCCC1